1-((trans)-4-(4-amino-5-(4-phenoxyphenyl)-7H-pyrrolo[2,3-d]pyrimidin-7-yl)cyclohexyl)piperidine-4-sulfonamide NC=1C2=C(N=CN1)N(C=C2C2=CC=C(C=C2)OC2=CC=CC=C2)[C@@H]2CC[C@H](CC2)N2CCC(CC2)S(=O)(=O)N